C(C=C)N(CC=C)CCCCCCCCCCCC N,N-bis(allyl)dodecyl-amine